NC1=C(NC=C1)N diamino-azole